C(C)OC(C(CC(F)(F)F)CN(C)C(=O)OCC1=CC=CC=C1)=O ethyl-2-({[(benzyloxy)carbonyl](methyl)amino}methyl)-4,4,4-trifluorobutanoate